2,2-bis[3,5-dimethyl-4-(2,3-epoxypropoxy)cyclohexyl]propane CC1CC(CC(C1OCC1CO1)C)C(C)(C)C1CC(C(C(C1)C)OCC1CO1)C